N-[5-[3-chloro-4-[[(Z)-[3-(2-isopropyl-5-methyl-phenyl)-4-oxo-thiazolidin-2-ylidene]carbamoyl]amino]phenyl]-2,4-dimethyl-pyrazol-3-yl]-4-(trifluoromethoxy)benzamide ClC=1C=C(C=CC1NC(\N=C\1/SCC(N1C1=C(C=CC(=C1)C)C(C)C)=O)=O)C=1C(=C(N(N1)C)NC(C1=CC=C(C=C1)OC(F)(F)F)=O)C